COC1=C(C=C2CCC(N(C2=C1)C)=O)CCNC(OC(C)(C)C)=O Tert-butyl (2-(7-methoxy-1-methyl-2-oxo-1,2,3,4-tetrahydroquinolin-6-yl)ethyl)carbamate